C(N)(=N)C1=CC=C(CNC(=O)C=2C=NN(C2COC)CC2=CC=C(C=C2)CC#N)C=C1 N-(4-carbamimidoylbenzyl)-1-(4-(cyanomethyl)benzyl)-5-(methoxymethyl)-1H-pyrazole-4-carboxamide